C(C)(C)(CC)C=1C(=C(C=C(C1)C(C)(C)CC)N1N=C2C(=N1)C=CC=C2)O 2-(3',5'-di-tert.-amyl-2'-hydroxyphenyl)benzotriazole